5-chloro-2-((4,6-dimethoxy-pyrimidin-2-yl)seleno)benzoic acid ClC=1C=CC(=C(C(=O)O)C1)[Se]C1=NC(=CC(=N1)OC)OC